N,N-dimethyl-pentafluoroethyl-sulfonamide ethyl-(S)-3-(4-acryloyl-3-(cyanomethyl)piperazin-1-yl)-7-(8-chloronaphthalen-1-yl)-5,6,7,8-tetrahydroimidazo[1,2-a]pyrazine-2-carboxylate C(C)OC(=O)C=1N=C2N(CCN(C2)C2=CC=CC3=CC=CC(=C23)Cl)C1N1C[C@@H](N(CC1)C(C=C)=O)CC#N.CN(S(=O)(=O)C(C(F)(F)F)(F)F)C